C(C1=CC=CC=C1)OC=1C=2N(C=C(C1)C(=O)O)C=NN2 8-(benzyloxy)-[1,2,4]triazolo[4,3-a]pyridine-6-carboxylic acid